C(#N)C1=CC=C2C(=C(N(C2=C1)CC1=CC=CC2=CC=CC=C12)C(=O)NC1CCC(CC1)NC(OC(C)(C)C)=O)C=O tert-butyl ((1r,4r)-4-(6-cyano-3-formyl-1-(naphthalen-1-ylmethyl)-1H-indole-2-carboxamido) cyclohexyl)carbamate